C1=C(C=CC2=CC=CC=C12)NC1=CC=C(C=C1)NC1=CC2=CC=CC=C2C=C1 N,N'-Di-β-naphthyl-p-phenylenediamin